2-((2S)-4-(8-fluoro-2-((1-(pyrrolidin-1-ylmethyl)cyclopropyl)methoxy)-7-(1,1a,6,6a-tetrahydrocyclopropa[a]inden-5-yl)quinazolin-4-yl)-1-(2-fluoroacryloyl)piperazin-2-yl)acetonitrile FC=1C(=CC=C2C(=NC(=NC12)OCC1(CC1)CN1CCCC1)N1C[C@@H](N(CC1)C(C(=C)F)=O)CC#N)C=1C=2CC3C(C2C=CC1)C3